Cl.C(C1=CC=CC=C1)OC(=O)C=1N(C=CC1C1CCNCC1)S(NC(=O)OCC1=CC=CC=C1)(=O)=O Benzyl-1-(benzyloxycarbonylsulfamoyl)-3-(4-piperidyl)pyrrole-2-carboxylate Hydrochloride